CN(C)CC1CN(CCC1(O)C=1C=C(C(=O)N)C=CC1)CCC1=CC=C(C=C1)O anti-3-[3-[(Dimethylamino)methyl]-4-hydroxy-1-[2-(4-hydroxyphenyl)ethyl]piperidin-4-yl]benzamid